Kalium pivaloat C(C(C)(C)C)(=O)[O-].[K+]